N-(1-(7-(8-ethynyl-7-fluoro-3-hydroxynaphthalen-1-yl)-2-(((S)-1-methylpyrrolidin-2-yl)methoxy)-5,6,7,8-tetrahydropyrido[3,4-d]pyrimidin-4-yl)azepan-3-yl)acrylamide C(#C)C=1C(=CC=C2C=C(C=C(C12)N1CC=2N=C(N=C(C2CC1)N1CC(CCCC1)NC(C=C)=O)OC[C@H]1N(CCC1)C)O)F